N(CC=1C=CC2=C(N(C(=N2)C[C@H](C(=O)O)[C@@H]2CNCC2)C)C1)(CC=1C=CC2=C(N(C(=N2)C[C@H](C(=O)O)[C@@H]2CNCC2)C)C1)CC=1C=CC2=C(N(C(=N2)C[C@H](C(=O)O)[C@@H]2CNCC2)C)C1 (2S,2'S,2''S)-3,3',3''-((nitrilotris(methylene))tris(1-methyl-1H-benzo[d]imidazole-6,2-diyl))tris(2-((R)-pyrrolidin-3-yl)propanoic acid)